CC(C)(C)[S@](=O)/N=C/C1=C(C=CC=C1)C1=NN(C2=NC=CC=C21)C (S,E)-2-Methyl-N-[2-(1-methyl-1H-pyrazolo[3,4-b]pyridine-3-yl)benzylidene]propane-2-sulfinamide